FC1=C(C(=O)N([C@H]2CNCCC2)C2=NC=CC3=C2C(=CS3)C)C=CC(=C1)C=1N=NN3C1CN(CC3)C (R)-2-fluoro-4-(5-methyl-4,5,6,7-tetrahydro-[1,2,3]triazolo[1,5-a]pyrazin-3-yl)-N-(3-methylthieno[3,2-c]pyridin-4-yl)-N-(piperidin-3-yl)benzamide